C1(CC1)C=1C=C2CN(C(C2=C(C1)F)=O)C1C(NC(CC1)=O)=O 3-(5-cyclopropyl-7-fluoro-1-oxoisoindolin-2-yl)piperidine-2,6-dione